tert-butyl ((3S,4S)-4-fluoro-1-(1-((2-(trimethylsilyl)ethoxy)methyl)-1H-1,2,4-triazol-3-yl)pyrrolidin-3-yl)carbamate F[C@@H]1[C@H](CN(C1)C1=NN(C=N1)COCC[Si](C)(C)C)NC(OC(C)(C)C)=O